N-{[4-({[(4-chlorophenyl)methyl]amino}carbonylamino)phenyl]methyl}-2-cyclopentylacetamide ClC1=CC=C(C=C1)CNC(=O)NC1=CC=C(C=C1)CNC(CC1CCCC1)=O